C(=C)C=1C=C2C=NC(=NC2=CC1)N1CCC12COC2 1-(6-vinylquinazolin-2-yl)-6-oxa-1-azaspiro[3.3]heptane